NC=1C=C(C=CC1N(CC(C)C)CC(C)C)C(C#N)C 2-[3-amino-4-[bis(2-methylpropyl)amino]phenyl]propionitrile